C12CN(CC(CC1)O2)C2=CC(=C(N=N2)C#N)N2[C@@H](COCC2)C 6-(8-oxa-3-azabicyclo[3.2.1]octane-3-yl)-4-((R)-3-methylmorpholino)pyridazine-3-carbonitrile